2-((5-(4-chloro-2-fluoro-phenyl)-3-methyl-triazol-4-yl)methyl)-5-(4-methoxyphenyl)pyridazin-3-one ClC1=CC(=C(C=C1)C1=C(N(N=N1)C)CN1N=CC(=CC1=O)C1=CC=C(C=C1)OC)F